C(C)N1N=CC(=C1)CC1=C(N=CO1)C1=C(C=C(C=C1)F)CC (R)-1-(2-(5-((1-ethyl-1H-pyrazol-4-yl)methyl)oxazol-4-yl)-5-fluorophenyl)ethan